ClC1=C(C(=CC=C1F)F)C(C(=O)O)C(F)F 2-chloro-β,β,3,6-tetrafluoro-phenylpropionic acid